NC=1NC(=CC(N1)=O)C(F)(F)F 2-amino-6-(trifluoromethyl)-1H-pyrimidin-4-one